tert-Butyl (3-cyano-4-(3-((1R,5S)-1-((dimethylamino)methyl)-3-azabicyclo[3.1.0]hexan-3-yl)-5-fluoro-7,9-dihydrofuro[3,4-f]quinazolin-6-yl)-7-fluorothieno[3,2-c]pyridin-2-yl)carbamate C(#N)C1=C(SC2=C1C(=NC=C2F)C=2C1=C(C=3C=NC(=NC3C2F)N2C[C@@]3(C[C@@H]3C2)CN(C)C)COC1)NC(OC(C)(C)C)=O